O[C@@H]1[C@H](O[C@H]([C@@H]1O)N1C2=NC(=NC(=C2N=C1)NC([2H])([2H])[2H])C=1SC=CC1)C(=O)NC([2H])([2H])[2H] (2s,3s,4r,5r)-3,4-dihydroxy-N-((methyl-d3))-5-(6-((methyl-d3)amino)-2-(thiophen-2-yl)-9H-purin-9-yl)tetrahydrofuran-2-carboxamide